The molecule is a N-acyltetradecasphingosine-1-phosphoethanolamine in which the acyl group specified is icosanoyl. It is a ceramide phosphoethanolamine (34:1) and a N-acyltetradecasphingosine-1-phosphoethanolamine. It derives from an icosanoic acid. CCCCCCCCCCCCCCCCCCCC(=O)N[C@@H](COP(=O)(O)OCCN)[C@@H](/C=C/CCCCCCCCC)O